C1(CC1)COC=1C=C(C=CC1)C1=CC(=CC=C1)[C@@H](C)NC1=NC(=NC2=CC(=C(C=C12)OC)OC)C N-{(1R)-1-[3'-(cyclopropylmethoxy)biphenyl-3-yl]ethyl}-6,7-dimethoxy-2-methylquinazolin-4-amine